(4-(2-(3,4-dihydroxy-5-methoxyphenyl)-1H-benzo[d]imidazol-5-yl)piperazin-1-yl)(m-tolyl)methanone OC=1C=C(C=C(C1O)OC)C1=NC2=C(N1)C=CC(=C2)N2CCN(CC2)C(=O)C=2C=C(C=CC2)C